2-amino-3-methyl-N-((2S,3R)-3-(1H-pyrazol-1-yl)-2-butanyl)-N-((5-(trifluoromethyl)-2-pyridinyl)methyl)-6-quinolinecarboxamide NC1=NC2=CC=C(C=C2C=C1C)C(=O)N(CC1=NC=C(C=C1)C(F)(F)F)[C@@H](C)[C@@H](C)N1N=CC=C1